4-(5-((5-cyano-4-(4-fluorophenyl)thiazol-2-yl)amino)-6-ethylimidazo[2,1-b]thiazol-2-yl)piperidine-1-carboxylic acid tert-butyl ester C(C)(C)(C)OC(=O)N1CCC(CC1)C1=CN2C(S1)=NC(=C2NC=2SC(=C(N2)C2=CC=C(C=C2)F)C#N)CC